FC1=C(N=C2N1CCN(C2)C(=O)OC(C)(C)C)CO tert-butyl 3-fluoro-2-(hydroxymethyl)-5,6-dihydroimidazo[1,2-a]pyrazine-7(8H)-carboxylate